tert-Butyl-(S)-4-(7-bromo-2,6-dichloro-8-fluoroquinazolin-4-yl)-2-(cyanomethyl)piperazine-1-carboxylic acid C(C)(C)(C)[C@@]1(N(CCN(C1)C1=NC(=NC2=C(C(=C(C=C12)Cl)Br)F)Cl)C(=O)O)CC#N